ClC1=CC=C(C=C1)C1=C(N=C(N1)C1=CC=C(C=C1)OCC1=CC(=CC=C1)F)CC 5-(4-chlorophenyl)-4-ethyl-2-(4-((3-fluorobenzyl)oxy)phenyl)-1H-imidazole